6-Chloro-3-[1-(3-fluoro-phenyl)-1-hydroxy-methylidene]-5-naphthalen-2-yl-1,3-dihydro-indol-2-one ClC1=C(C=C2C(C(NC2=C1)=O)=C(O)C1=CC(=CC=C1)F)C1=CC2=CC=CC=C2C=C1